benzyl (S)-2-(((S)-2-((4-methoxyphenyl)amino)-2-oxo-1-phenylethyl)carbamoyl)pyrrolidine-1-carboxylate COC1=CC=C(C=C1)NC([C@H](C1=CC=CC=C1)NC(=O)[C@H]1N(CCC1)C(=O)OCC1=CC=CC=C1)=O